ClC1=CC=C(C=C1)C=1N=C2N(C=CC=C2)C1C=1N=NN(C1)CC1=CC=C(C=C1)OC 2-(4-Chlorophenyl)-3-(1-(4-methoxybenzyl)-1H-1,2,3-triazol-4-yl)imidazo[1,2-a]pyridin